O=C1NC(CCC1N1C(C2=CC=CC(=C2C1=O)NCCOCCOCCOCCOCCOCCO)=O)=O (2,6-Dioxopiperidin-3-yl)-4-((17-hydroxy-3,6,9,12,15-pentaoxaheptadecyl)amino)isoindoline-1,3-dione